CC1(CN(C1)C1=CC2=C(C=C(O2)C(=O)NS(=O)(=O)C2=C(C=CC=C2)OCC)C=C1)C 6-(3,3-dimethylazetidin-1-yl)-N-(2-ethoxybenzene-1-sulfonyl)-1-benzofuran-2-carboxamide